6-chloro-N-[5-(2-cyanoethyl)-4,6-dimethoxy-pyrimidin-2-yl]-7-pyrazol-1-yl-1H-indole-3-sulfonic acid amide ClC1=CC=C2C(=CNC2=C1N1N=CC=C1)S(=O)(=O)NC1=NC(=C(C(=N1)OC)CCC#N)OC